C1(=CC=CC=C1)C=1NC(=CN1)C=O (2-phenyl-1H-imidazol-5-yl)methanone